ClC=1C=C(C=CC1F)NC(=O)C=1N(C(=C2C1CCC2NC(OCC2=NN(C=N2)C)=O)C(F)(F)F)C (1-methyl-1H-1,2,4-triazol-3-yl)methyl (1-((3-chloro-4-fluorophenyl)carbamoyl)-2-methyl-3-(trifluoromethyl)-2,4,5,6-tetrahydrocyclopenta[c]pyrrol-4-yl)carbamate